The molecule is an N-acyl-L-alpha-amino acid anion that is the conjugate base of N(2)-succinyl-L-arginine, arising from deprotonation of the carboxy groups and protonation of the amino group; major species at pH 7.3. It is a conjugate base of a N(2)-succinyl-L-arginine. C(C[C@@H](C(=O)[O-])NC(=O)CCC(=O)[O-])C[NH+]=C(N)N